(R)-1-(2-methylpiperazine-1-carbonyl)piperidine-4-carboxylic acid hydrochloride Cl.C[C@H]1N(CCNC1)C(=O)N1CCC(CC1)C(=O)O